3-(2-chloro-5-(3,5-dimethyl-2,6-dioxo-4-thioxo-1,3,5-triazin-1-yl)-4-fluorophenyl)-6-methyl-5,6-dihydro-4H-1,2-oxazine-6-carboxylic acid isopropyl ester C(C)(C)OC(=O)C1(CCC(=NO1)C1=C(C=C(C(=C1)N1C(N(C(N(C1=O)C)=S)C)=O)F)Cl)C